N1C(=CC=2C=NC=CC21)CNC(CN2C(=NC=C(C2=O)N[C@H](C)C2=CC1=C(OC3=C1C=CC=C3)C=C2)COC)=O (R)-N-((1H-pyrrolo[3,2-c]pyridin-2-yl)methyl)-2-(5-((1-(dibenzo[b,d]furan-2-yl)ethyl)amino)-2-(methoxymethyl)-6-oxopyrimidin-1(6H)-yl)acetamide